ClC[Si](O[Si](C)(C)C)(C)C 3-chloromethylpentamethyldisiloxane